sodium methyl-silanol mannuronate O=C[C@@H](O)[C@@H](O)[C@H](O)[C@H](O)C(=O)[O-].C[SiH2]O.[Na+]